(S)-4-(2-aminopyrimidin-5-yl)-3-methylpiperazine-1-carboxylic acid tert-butyl ester C(C)(C)(C)OC(=O)N1C[C@@H](N(CC1)C=1C=NC(=NC1)N)C